C[SiH](O[Si](C)(C)O[Si](C)(C)C)C1CCCCC1 methylcyclohexyl-[(trimethylsiloxy)dimethyl-siloxy]silane